OC1=CC=C(C=C1)CC/C(=C/C1=CC=C(OCCN2CCN(CC2)CCCNC=2C=C3CN(C(C3=CC2)=O)C2C(NC(CC2)=O)=O)C=C1)/C1=CC=CC=C1 (Z)-3-(5-((3-(4-(2-(4-((4-hydroxyphenyl)-2-phenylbut-1-en-1-yl)phenoxy)ethyl)piperazin-1-yl)propyl)amino)-1-oxoisoindolin-2-yl)piperidine-2,6-dione